NC=1C(=NC(=NC1C1=C2C=NNC2=CC=C1C)C=1C(=NC=CC1)NC1=NC=CC(=N1)C)C(=O)N 5-amino-6-(5-methyl-1H-indazol-4-yl)-2-[2-[(4-methylpyrimidin-2-yl)amino]-3-pyridyl]pyrimidine-4-carboxamide